COC=1C=C(\C=N\NC(=O)C2=NC(=CN=C2)C2=CC=C(C=C2)NCC)C=C(C1)OC (E)-N'-(3,5-dimethoxybenzylidene)-6-(4-(ethylamino)phenyl)pyrazine-2-carbohydrazide